methyl 4-formyl-3-(2-methoxyethyl-amino)benzoate C(=O)C1=C(C=C(C(=O)OC)C=C1)NCCOC